NN1C(C(CC1C(CC)O[Si](C)(C)C(C)(C)C)OCC1=CC=CC=C1)=O 1-amino-3-(benzyloxy)-5-(1-((tert-butyldimethylsilyl)oxy)propyl)pyrrolidin-2-one